NC=1C(=NC(=CN1)C1=NC=CC(=C1C(F)(F)F)OC)C(=O)NC1=NC=CC=C1N1CCC(CC1)(C)NC(OC(C)(C)C)=O tert-butyl (1-(2-(3-amino-6-(4-methoxy-3-(trifluoromethyl)pyridin-2-yl)pyrazine-2-carboxamido)pyridin-3-yl)-4-methylpiperidin-4-yl)carbamate